C(C1=CC=CC=C1)OC1=NC(=CC=C1C1=NN(C2=CC(=CC=C12)N1CC(N(CC1)C(=O)OC(C)(C)C)(C)C)C)OCC1=CC=CC=C1 tert-butyl 4-[3-(2,6-dibenzyloxy-3-pyridyl)-1-methyl-indazol-6-yl]-2,2-dimethyl-piperazine-1-carboxylate